C[C@H]1[C@H](CN(CC1)C(=O)N1CCCC1)N(C=1C2=C(N=CN1)NC=C2)C {(3r,4r)-4-Methyl-3-[methyl(7h-Pyrrolo[2,3-D]pyrimidin-4-Yl)amino]piperidin-1-Yl}(Pyrrolidin-1-Yl)methanone